azetidine-1-carbonitrile N1(CCC1)C#N